methyl (E)-2-(2-(3-(1,1,2,2-tetrafluoroethoxy)phenoxy)phenyl)-3-methoxyacrylate FC(C(F)F)(OC=1C=C(OC2=C(C=CC=C2)/C(/C(=O)OC)=C\OC)C=CC1)F